(1S,2S,3R)-3-hydroxycyclopentane OC1CCCC1